C(C)C=1C(=CC=C2C=C(C=C(C12)C1=C(C=2N=C(N=C3C2C(=N1)OCCN3)SC)F)OCOC)F 5-(8-ethyl-7-fluoro-3-(methoxymethoxy)naphthalen-1-yl)-4-fluoro-2-(methylthio)-9,10-dihydro-8H-7-oxa-1,3,6,10-tetraazacyclohepta[de]naphthalene